ClC=1C=NN2C1C(=CC(=C2)C=2N=NN(C2C)C2CC(C2)N2CCN(CC2)C#N)OC(CO)C2=NC=C(C=C2)F 4-[3-[4-[3-Chloro-4-[1-(5-fluoro-2-pyridyl)-2-hydroxy-ethoxy]pyrazolo[1,5-a]pyridin-6-yl]-5-methyl-triazol-1-yl]cyclobutyl]piperazine-1-carbonitrile